caprylic acid caprylate C(CCCCCCC)(=O)O.C(CCCCCCC)(=O)O